C(C1=CC=CC=C1)OC(=O)N1[C@@H](CCC1=O)C(=O)O (2S)-1-benzyloxycarbonyl-5-oxo-pyrrolidine-2-carboxylic acid